1-(6-methoxy-7-methyl-1H-indol-3-yl)ethanone COC1=CC=C2C(=CNC2=C1C)C(C)=O